(((11a-methyl-9-oxo-3,4,11,11a-tetrahydro-1H,9H-pyrimido[6',1':2,3]imidazo[5,1-c][1,4]oxazin-7-yl)oxy)methyl)benzonitrile CC12COCCN1C=1N(C2)C(N=C(C1)OCC1=C(C#N)C=CC=C1)=O